BrC=1C(=NC(=NC1C1=C(C=C(C=C1)Cl)F)N1C[C@@H](OCC1)C=1C=NN(C1)C)C(=O)OC methyl 5-bromo-6-(4-chloro-2-fluoro-phenyl)-2-[(2S)-2-(1-methylpyrazol-4-yl)morpholin-4-yl]pyrimidine-4-carboxylate